(7-Methoxyquinolin-5-yl)cyclopropan COC1=CC(=C2C=CC=NC2=C1)C1CC1